CC=1CC[C@@H]([C@H](C1)C=1C(=CC(=CC1O)CCC1=CC=CC=C1)O)C(=C)C (1'S,2'S)-5'-methyl-4-phenethyl-2'-(prop-1-en-2-yl)-1',2',3',4'-tetrahydro-[1,1'-biphenyl]-2,6-diol